tert-Butyl ((cis)-4-(((7-(cyclopropylmethoxy)-5-fluoro-4-oxo-3,4-dihydroquinazolin-2-yl)methyl)thio)cyclohexyl)carbamate C1(CC1)COC1=CC(=C2C(NC(=NC2=C1)CS[C@H]1CC[C@H](CC1)NC(OC(C)(C)C)=O)=O)F